(3-methylpyrazin-2-yl)methanol methyl-2-amino-3-methyl-quinoline-6-carboxylate CC1=C(C(=NC2=CC=C(C=C12)C(=O)OCC1=NC=CN=C1C)N)C